C(CCCCCCCCCCCCCCCCC)OC1CC(NC(C1)(C)C)(C)C 4-stearyloxy-2,2,6,6-tetramethyl-piperidine